6-(2-Fluoro-5-methylphenyl)-N-[(2-oxo-1H-pyridin-3-yl)sulfonyl]-2-[(4S)-2,2,4-trimethylpyrrolidin-1-yl]pyridin-3-carboxamid FC1=C(C=C(C=C1)C)C1=CC=C(C(=N1)N1C(C[C@@H](C1)C)(C)C)C(=O)NS(=O)(=O)C=1C(NC=CC1)=O